2,6-bis-(2,6-diamino-hexanoylamino)-2,6-diamino-hexanoic acid (diphenylmethyl)-amide C1(=CC=CC=C1)C(C1=CC=CC=C1)NC(C(CCCC(N)NC(C(CCCCN)N)=O)(N)NC(C(CCCCN)N)=O)=O